[Si](C)(C)(C(C)(C)C)O[C@H](CNC=1C2=C(N=C(N1)SC)C=C(N=C2OC(C)C)Cl)C (S)-N-(2-((tert-butyldimethylsilyl)oxy)propyl)-7-chloro-5-isopropoxy-2-(methylthio)pyrido[4,3-d]pyrimidin-4-amine